NC1=C(C=C(C=N1)NC(C(=O)N1[C@H](CC[C@@H](C1)C)C=1C=CC2=C(N=C(S2)CC(C)N(C)C)C1)=O)CC N-(6-amino-5-ethylpyridin-3-yl)-2-((2R,5S)-2-(2-(2-(dimethylamino)propyl)benzo[d]thiazol-5-yl)-5-methylpiperidin-1-yl)-2-oxoacetamide